O[C@@H]1C[C@H](NC1)C(NCC1=CC=C(C=C1)C1=C(N=CS1)C)=O (2S,4R)-4-hydroxy-2-({[4-(4-methyl-1,3-thiazol-5-yl)phenyl]methyl}carbamoyl)pyrrolidin